FC=1C=C(C=C(C1)C)C1OC1 2-(3-fluoro-5-methyl-phenyl)oxirane